COC1=C(C=C(C=C1)C1=NC(=NS1)C)NCC(=O)C1=CNC2=C3C(=CC=C12)CCC3 2-((2-methoxy-5-(3-methyl-1,2,4-thiadiazol-5-yl)phenyl)amino)-1-(1,6,7,8-tetrahydrocyclopenta[g]indol-3-yl)ethan-1-one